isoheneicosyl iodide C(CCCCCCCCCCCCCCCCCC(C)C)I